C(C)(=O)OC1=C(OC2=C1C=C(C=C2)Br)C 5-bromo-2-methylbenzofuran-3-yl acetate